NCCNC(C1=CC(=CC(=C1)C1=CN=NN1)C1=CN=NN1)=O N-(2-aminoethyl)-3,5-di(1H-1,2,3-triazol-5-yl)benzamide